3-bromo-1-cyclopropyl-1,2,4-triazole BrC1=NN(C=N1)C1CC1